[N+](=O)([O-])C=1C=NC=2CCN(CC2C1)C(=O)NCCCCC 3-nitro-N-pentyl-7,8-dihydro-1,6-naphthyridine-6(5H)-carboxamide